C(C)(=O)OC[C@H]1O[C@H]([C@@H]([C@@H]1OC(C)=O)OC(C)=O)N1C2=NC(=NC(=C2N=C1)N1CC(CC1)(C1=CC=CC=C1)C1=CC=CC=C1)Cl [(2R,3R,4R,5R)-3,4-diacetoxy-5-[2-chloro-6-(3,3-diphenylpyrrolidin-1-yl)purin-9-yl]tetrahydrofuran-2-yl]methyl acetate